1-[(2R,6S)-6-(hydroxymethyl)-4-isopropyl-6-(triisopropylsiloxymethyl)morpholin-2-yl]-pyrimidine-2,4-dione OC[C@]1(O[C@H](CN(C1)C(C)C)N1C(NC(C=C1)=O)=O)CO[Si](C(C)C)(C(C)C)C(C)C